benzyl cis-{[5-(3-hydroxycyclopentyl)-4-iodo-2-(2-methylpropan-2-yl) pyrazol-3-yl] amino}carboxylate O[C@H]1C[C@H](CC1)C=1C(=C(N(N1)C(C)(C)C)NC(=O)OCC1=CC=CC=C1)I